ClC1=C(N=C(N=N1)OC1=C(C=C(C=C1)F)C(N(CC(F)(F)F)C(C)C)=O)N1CC2(C1)CCN(CC2)C(=O)OC(C)(C)C tert-Butyl 2-(6-chloro-3-(4-fluoro-2-(isopropyl(2,2,2-trifluoroethyl)carbamoyl)phenoxy)-1,2,4-triazin-5-yl)-2,7-diazaspiro[3.5]nonane-7-carboxylate